C1=CC=CC=2C3=CC=CC=C3N(C12)C=1C=C(C(C#N)=CC1N1C2=CC=CC=C2C=2C=CC=CC12)C#N 4,5-di(9H-carbazol-9-yl)phthalonitrile